(S)-N-(4-((3-methoxypyrrolidin-1-yl)methyl)pyridin-2-yl)-6-(pyridin-4-yl)benzo[d]thiazol-2-amine CO[C@@H]1CN(CC1)CC1=CC(=NC=C1)NC=1SC2=C(N1)C=CC(=C2)C2=CC=NC=C2